(5-methyl-3-phenylfuran-2-yl)-2-oxoacetic acid CC1=CC(=C(O1)C(C(=O)O)=O)C1=CC=CC=C1